[5-[(E)-3-(4-Hydroxyphenyl)-3-oxoprop-1-enyl]-2-(morpholin-4-ylmethyl)phenyl] 4-methylbenzenesulfonate CC1=CC=C(C=C1)S(=O)(=O)OC1=C(C=CC(=C1)\C=C\C(=O)C1=CC=C(C=C1)O)CN1CCOCC1